5-chloro-1-tetrahydropyran-2-yl-4H-pyrazolo[4,3-b]indole ClC1=CC=CC=2C3=C(NC12)C=NN3C3OCCCC3